5-bromo-7-(2-(ethyl(methyl)amino)ethyl)-3,4-dihydroisoquinolin BrC1=C2CCN=CC2=CC(=C1)CCN(C)CC